4-(isopropyl-disulfanyl)pentan-2-one C(C)(C)SSC(CC(C)=O)C